C(C)N(CC)CC.C(CC(=O)C)(=O)C1=C(S(=O)(=O)O)C=CC(=C1)N acetoacetyl-sulfanilic acid triethylamine salt